(S)-2-(3-aminopyrrolidin-1-carbonyl)-4-(3,3-difluoropyrrolidin-1-yl)-4-methylpent-2-enenitrile hydrochloride Cl.N[C@@H]1CN(CC1)C(=O)C(C#N)=CC(C)(C)N1CC(CC1)(F)F